Cl.NC1=CC=CC=C1 aniline, hydrochloride